2-(2-aminophenyl)acetonitrile NC1=C(C=CC=C1)CC#N